N1C(=C(C2=C(C(=C(C(=C12)[2H])[2H])[2H])[2H])CC(=O)N)[2H] indole-3-acetamide-d5